C(CCCCCCCCCCCCCCC)(=O)[O-].[Al+3].C(CCCCCCCCCCCCCCC)(=O)[O-].C(CCCCCCCCCCCCCCC)(=O)[O-] Aluminium palmitat